BrC1=NC=C(C=C1F)F 2-bromo-3,5-difluoropyridine